(2-methylpropyl)-2-(ethoxymethyl)-5-phenyl-1H-imidazole-4-carboxamide CC(CN1C(=NC(=C1C1=CC=CC=C1)C(=O)N)COCC)C